({4-[1-(2,6-Dioxopiperidin-3-yl)-3-methyl-2-oxo-1,3-benzodiazol-5-yl]piperazin-1-yl}methyl)piperidine-1-carboxylic acid tert-butyl ester C(C)(C)(C)OC(=O)N1C(CCCC1)CN1CCN(CC1)C1=CC2=C(N(C(N2C)=O)C2C(NC(CC2)=O)=O)C=C1